Cl.FC=1C=C(C=CC1)[C@H](CNC(CC1CCC(CC1)NC(=O)C1CCC1)(C)C)O N-((1S,4s)-4-(2-(((R)-2-(3-Fluorophenyl)-2-hydroxyethyl)amino)-2-methylpropyl)cyclohexyl)cyclobutanecarboxamide hydrochloride